C(C)C1C(C1)(O)O 2-ethylcyclopropan-1,1-diol